(2R,4R)-6-chloro-4-hydroxy-N-[trans-4-(3-phenylazetidine-1-carbonyl)cyclohexyl]-3,4-dihydro-2H-1-benzopyran-2-carboxamide ClC=1C=CC2=C([C@@H](C[C@@H](O2)C(=O)N[C@@H]2CC[C@H](CC2)C(=O)N2CC(C2)C2=CC=CC=C2)O)C1